t-butyldiisopropylbenzene C(C)(C)(C)C=1C(=C(C=CC1)C(C)C)C(C)C